tert-butyl N-[3-(4-cyano-3-methoxy-phenoxy)-2,2,4,4-tetramethyl-cyclobutyl]carbamate C(#N)C1=C(C=C(OC2C(C(C2(C)C)NC(OC(C)(C)C)=O)(C)C)C=C1)OC